CN([C@H](CN1C(C2=CC=CC=C2C1=O)=O)CC=1C(=C2C=NN(C2=CC1)S(=O)(=O)C1=CC=C(C=C1)C)C)C 2-[(2S)-2-(dimethylamino)-3-[4-methyl-1-(4-methylbenzenesulfonyl)-1H-indazol-5-yl]propyl]-2,3-dihydro-1H-isoindole-1,3-dione